(S)-1-(2-(3-(ethoxymethyl)-1-(1-(6-methylpyridin-3-yl)cyclopropyl)pyrrolidin-3-yl)ethyl)-3-phenylurea C(C)OC[C@@]1(CN(CC1)C1(CC1)C=1C=NC(=CC1)C)CCNC(=O)NC1=CC=CC=C1